IC1=CC=C(C=C1)N1N=CC2=C(C=CC(=C12)C(=O)OC)C#CC Methyl 1-(4-iodophenyl)-4-(propan-1-yn-1-yl)-1H-indazole-7-carboxylate